tert-Butyl N-(3-oxo-3-phenyl-propyl)carbamate O=C(CCNC(OC(C)(C)C)=O)C1=CC=CC=C1